C(#N)[C@@]1(COCC2=CC=C(C=C12)C(=O)NCC1=NC=CC(=C1)[C@@H]1[C@H](C1)C1=CC=CC=C1)C (4R)-4-Cyano-4-methyl-N-[[4-[(1S,2S)-2-phenylcyclopropyl]-2-pyridyl]methyl]isochromane-6-carboxamide